2-hydrazinylquinazolin N(N)C1=NC2=CC=CC=C2C=N1